5-(3-oxo-3-{[2-({α-D-mannopyranosyl-(1->3)-[α-D-mannopyranosyl-(1->6)]-α-D-mannopyranosyl}oxy) ethyl]amino}propyl)-3,8,13,16,19,22-hexaazaoctacosan-28-oate O=C(CCC(CNCC)CCNCCCCNCCNCCNCCNCCCCCC(=O)[O-])NCCO[C@@H]1[C@@H](O)[C@@H](O[C@@H]2[C@@H](O)[C@@H](O)[C@H](O)[C@H](O2)CO)[C@H](O)[C@H](O1)CO[C@@H]1[C@@H](O)[C@@H](O)[C@H](O)[C@H](O1)CO